[I-].[I-].C[SiH](C)[Zr+2](C1C(=CC2=CC=CC=C12)C)C1C(=CC2=CC=CC=C12)C dimethylsilyl-bis(methylindenyl)zirconium diiodide